1-(5-(bromomethyl)-4-chlorothiophene-2-yl)ethan-1-one BrCC1=C(C=C(S1)C(C)=O)Cl